(R)-(4-(6,7-difluoro-3-isobutyl-2-oxoindolin-3-yl)phenyl)boronic acid FC1=CC=C2[C@@](C(NC2=C1F)=O)(CC(C)C)C1=CC=C(C=C1)B(O)O